5-(((2-(4-(1,2-bis(4-hydroxyphenyl)but-1-en-1-yl)phenoxy)ethyl)amino)methyl)-2-(2,6-dioxopiperidin-3-yl)-6-fluoroisoindoline-1,3-dione OC1=CC=C(C=C1)C(=C(CC)C1=CC=C(C=C1)O)C1=CC=C(OCCNCC=2C=C3C(N(C(C3=CC2F)=O)C2C(NC(CC2)=O)=O)=O)C=C1